2-(cyclopropylamino)-8-(4-(difluoromethoxy)phenyl)-6-(1-methyl-4,6-dihydropyrrolo[3,4-c]pyrazol-5(1H)-yl)pteridin-7(8H)-one C1(CC1)NC1=NC=2N(C(C(=NC2C=N1)N1CC=2N(N=CC2C1)C)=O)C1=CC=C(C=C1)OC(F)F